(benzoyloxy)styrene C(C1=CC=CC=C1)(=O)OC=CC1=CC=CC=C1